O[C@@H](C[N+](C)(C)C)CC([O-])=O L-carnitin